(S)-2-(2-(4-(difluoromethoxy)-2-methylphenoxy)acetyl)-8-(3-(difluoromethyl)phenyl)-1,3,4,12a-tetrahydrobenzo[e]pyrazino[1,2-a][1,4]diazepine-6,12(2H,11H)-dione FC(OC1=CC(=C(OCC(=O)N2C[C@@H]3N(C(C4=C(NC3=O)C=CC(=C4)C4=CC(=CC=C4)C(F)F)=O)CC2)C=C1)C)F